C(CCCCCCC)C1=CC=C(C(=O)C(=O)OC)C=C1 methyl 4-octylbenzoylformate